2-(2-chlorophenyl)-5-hydroxy-8-((3S,4R)-3-hydroxy-1-methylpiperidin-4-yl)-4-oxo-4H-chromen-7-yl methylcarbamate CNC(OC1=CC(=C2C(C=C(OC2=C1[C@@H]1[C@@H](CN(CC1)C)O)C1=C(C=CC=C1)Cl)=O)O)=O